[C].OC1=CC=C(C=C1)C(C)(CC)C1=CC=C(C=C1)O 2,2-bis(4-hydroxyphenyl)n-butane carbon